ClC=1C=CC2=C(N(C3=C(OC2)C=CC=C3)CCCCN(C/C=C/C(=O)OC)C)C1 Methyl (E)-4-[4-(3-chlorodibenzo[b,e][1,4]oxazepin-5(11H)-yl)butylmethyl-amino]but-2-enoate